2-(phenylamino)acetonitrile C1(=CC=CC=C1)NCC#N